S1C(=CC2=C1C=CC=C2)C2=CC=C1C=CC(=CC1=C2)N(C2=CC=C(C=C2)C=2OC1=C(N2)C=CC=C1)C1=CC2=CC(=CC=C2C=C1)C=1SC2=C(C1)C=CC=C2 Bis(7-benzothien-2-yl-naphthalen-2-yl)-(4-benzoxazol-2-yl-phenyl)amine